CC1(CN(C=2C1=NC(=CC2)C)C(=O)N2CC1(CC2)CCN(CC1)CC=1C=C(C#N)C=CC1)C 3-((2-(3,3,5-trimethyl-2,3-dihydro-1H-pyrrolo[3,2-b]pyridine-1-carbonyl)-2,8-diazaspiro[4.5]decan-8-yl)methyl)benzonitrile